(S)-N-(4-((4-(4-Aminopyrimidin-2-yl)-1-methyl-1H-pyrazol-5-yl)oxy)butan-2-yl)-6'-chloro-4-(difluoromethoxy)-[2,3'-bipyridin]-4'-amine NC1=NC(=NC=C1)C=1C=NN(C1OCC[C@H](C)NC1=C(C=NC(=C1)Cl)C1=NC=CC(=C1)OC(F)F)C